COC(=O)C=1C(N(C2=CC(=CC=C2C1N)I)C=1C=NC(=CC1C)Cl)=O 4-Amino-1-(6-chloro-4-methylpyridin-3-yl)-7-iodo-2-oxo-1,2-dihydroquinoline-3-carboxylic acid methyl ester